C1(=CC=CC=C1)C=1C(=C(C=CC1N)C1=CC=C(C=C1)N)C1=CC=CC=C1 diphenylbiphenyl-4,4'-diamine